C(C)OC(=O)C=1C=NC2=CC=C(C=C2C1NC1=C(C(=O)O)C=CC=C1)N1C=CC2=CC(=CC=C12)O 2-[[3-ethoxycarbonyl-6-(5-hydroxyindol-1-yl)-4-quinolyl]amino]benzoic acid